N-methylisoquinoline-7-carboxamide CNC(=O)C1=CC=C2C=CN=CC2=C1